CN(C)CC1=C(C(=CC(=C1)CN(C)C)CN(C)C)O 2,4,6-tridimethylaminomethyl-phenol